[S-]C#N.[S-]C#N.[S-]C#N.[Na+] monosodium trithiocyanate salt